CC=1C(=NC=CC1)C=1C=NN(C1)[C@@H]1C[C@H](C1)CO (trans-3-(4-(3-methylpyridin-2-yl)-1H-pyrazol-1-yl)cyclobutyl)methanol